C(C)(C)(C)OC(=O)N1CCC(CC1)C=1C=CN2N=CNC(C21)=O.FC(C=2C=C(C=CC2)C2CCCCCC2)(F)F (3-(trifluoromethyl)phenyl)cycloheptane tert-butyl-4-(4-oxo-3,4-dihydropyrrolo[2,1-f][1,2,4]triazin-5-yl)piperidine-1-carboxylate